(S,E)-4-(2-(1-Ethyl-3-(trifluoromethyl)-1H-pyrazol-4-yl)phenyl)-6-(4-((3-methylazetidin-3-yl)amino)but-2-enoyl)-4,5,6,7-tetrahydrothieno[2,3-c]pyridine-2-carbonitrile C(C)N1N=C(C(=C1)C1=C(C=CC=C1)[C@H]1C2=C(CN(C1)C(\C=C\CNC1(CNC1)C)=O)SC(=C2)C#N)C(F)(F)F